4-(furo[3,2-c]pyridin-4-yl)-N-(trans-3-hydroxycyclobutyl)benzamide O1C=CC=2C(=NC=CC21)C2=CC=C(C(=O)N[C@@H]1C[C@H](C1)O)C=C2